C(#N)C=1C=CC(=C(C(=O)NCCC2=CC=C(C=C2)S(NC(NC2CCCCC2)=O)(=O)=O)C1)OC 5-cyano-N-(4-(N-(cyclohexylcarbamoyl)sulfamoyl)phenethyl)-2-methoxybenzamide